CC=1N=NC(=CC1C(=O)OCCCN1N=C(C=2C(NCC3(CCOCC3)CC21)=O)CC)C 3-(3-ethyl-4-oxo-spiro[6,8-dihydro-5H-pyrazolo[4,3-c]azepine-7,4'-tetrahydropyran]-1-yl)propyl 3,6-dimethylpyridazine-4-carboxylate